ClC=1C=CC2=C(C[C@H](CC=3N2C(=NN3)[C@@H]3CC[C@H](CC3)OC3=NC=CC=C3)NC(OC(C)(C)C)=O)C1 Tert-butyl {(5R)-8-chloro-1-[trans-4-(pyridin-2-yloxy)cyclohexyl]-5,6-dihydro-4H-[1,2,4]triazolo[4,3-a][1]benzazepin-5-yl}carbamate